FC=1C=NC(=NC1)N1CCC(CC1)OC[C@H]1[C@H]([C@@H]2[C@H](N1)CCC2)NS(=O)(=O)C N-((2R,3S,3aS,6aR)-2-(((1-(5-fluoropyrimidin-2-yl)piperidin-4-yl)oxy)methyl)octahydrocyclopenta[b]pyrrol-3-yl)methanesulfonamide